1H-3,6-methanopyrrolo[3,2-c]pyridin N1C=C2C=3C=NC(=CC31)C2